1-methylinosine CN1C(C=2N=CN([C@H]3[C@H](O)[C@H](O)[C@@H](CO)O3)C2N=C1)=O